ClC=1C(=CC(=NC1)NC(=O)[C@@H]1C[C@@H](CCC1)NC(=O)[C@@H]1OCCC1)C1=C2N(N=C1)CC(C2)(C)C (R)-N-((1R,3s)-3-((5-chloro-4-(5,5-dimethyl-5,6-dihydro-4H-pyrrolo[1,2-b]pyrazol-3-yl)pyridin-2-yl)carbamoyl)cyclohexyl)tetrahydrofuran-2-carboxamide